C(C)N(CC)CCN(CCOC(OC(CCCC(=O)OCCCCCCC)CCCCCC)=O)CCOC(C(CCCCCCCC)CCCCCCCC)=O Heptyl 3-ethyl-12-hexyl-6-(2-((2-octyldecanoyl)oxy)ethyl)-10-oxo-9,11-dioxa-3,6-diazahexadecan-16-oate